S1C(=NC2=C1C=CC=C2)NC(=O)C=2C=CC=C1CCN(CC21)C2=CC=C(C(=N2)C(=O)O)C=2C=NN(C2C)CC21CC3(CC(CC(C2)C3)C1)OC 6-[8-(1,3-benzothiazol-2-ylcarbamoyl)-3,4-dihydroisoquinolin-2(1H)-yl]-3-(1-{[3-methoxytricyclo[3.3.1.13,7]dec-1-yl]methyl}-5-methyl-1H-pyrazol-4-yl)pyridine-2-carboxylic acid